NC1=CC=C(C=C1)CC1=C(C=C(C=C1)N)CCCC 4-((4-aminophenyl)methyl)-3-butylbenzenamine